pyrido[3',2':6,7]azepino[4,3,2-cd]isoindol N1C=C2C=CC=C3C2=C1C=C1C(=N3)N=CC=C1